2-oxo-7-(trifluoromethyl)-1,2-dihydroquinoline-3-carboxylic acid Methyl ester COC(=O)C=1C(NC2=CC(=CC=C2C1)C(F)(F)F)=O